3-Hydroxybenzophenone OC=1C=C(C(=O)C2=CC=CC=C2)C=CC1